(4-cyanophenyl)-N-(1-(4-fluorophenyl)ethyl)-1-(2-morpholinoethyl)-2-oxo-1,2-dihydro-1,8-naphthyridine-3-carboxamide C(#N)C1=CC=C(C=C1)C1=C(C(N(C2=NC=CC=C12)CCN1CCOCC1)=O)C(=O)NC(C)C1=CC=C(C=C1)F